N-(2-chlorophenyl)-N-methyl-pivalamide ClC1=C(C=CC=C1)N(C(C(C)(C)C)=O)C